ClC1=C(C=CC(=C1)C)C1=CC2=C(N(S(NC2=O)(=O)=O)CCN2CCOCC2)C=C1 6-(2-chloro-4-methylphenyl)(2-morpholinoethyl)-1H-benzo[c][1,2,6]thiadiazin-4(3H)-one 2,2-dioxide